ClC1=C(C=CC=C1)CN1N=C(C=C1C=1C=CC2=C(N(N=N2)CC)C1)COC(C(=O)OC)(C)C Methyl 2-([1-[(2-chlorophenyl)methyl]-5-(1-ethyl-1H-1,2,3-benzotriazol-6-yl)-1H-pyrazol-3-yl]methoxy)-2-methylpropanoate